COC(=O)[C@@H]1C[C@H](CCC1)OC1=NC=C(N=C1C)C=1SC=CC1C=O (1S,3S)-3-((5-(3-formylthiophen-2-yl)-3-methylpyrazin-2-yl)oxy)cyclohexane-1-carboxylic acid methyl ester